[K].FC1=CC2=C(NC(=N2)C=2C=C(C=CC2C(F)(F)F)C2=C3C(C(N(C3=CC=C2)C=2C=NC=CC2)=O)(C)C)C=C1 4-(3-(5-fluoro-1H-benzo[d]imidazol-2-yl)-4-(trifluoromethyl)phenyl)-3,3-dimethyl-1-(pyridin-3-yl)indolin-2-one potassium